ethyl 7-(chloromethyl)imidazo[1,2-a]pyridine-3-carboxylate hydrochloride salt Cl.ClCC1=CC=2N(C=C1)C(=CN2)C(=O)OCC